Cl.NCCN1CC2=C(CC1)C=C(S2)C(=O)OCC ethyl 6-(2-aminoethyl)-5,7-dihydro-4H-thieno[2,3-c]pyridine-2-carboxylate hydrochloride